(S)-N-(4-fluorophenyl)-N-(3-(6-(2-hydroxyprop-2-yl)pyridazin-3-yl)prop-2-yn-1-yl)-3-(6-methyl-4-(trifluoromethyl)pyridin-2-yl)-2-oxoimidazolidine-4-carboxamide FC1=CC=C(C=C1)N(C(=O)[C@H]1N(C(NC1)=O)C1=NC(=CC(=C1)C(F)(F)F)C)CC#CC=1N=NC(=CC1)C(C)(C)O